Methyl 2,2-difluoroacetate FC(C(=O)OC)F